1-(4-(benzo[d]oxazol-2-yl)piperidin-1-yl)-2-(2,6-dichloro-9H-purin-7-yl)ethan-1-one O1C(=NC2=C1C=CC=C2)C2CCN(CC2)C(CN2CNC1=NC(=NC(=C21)Cl)Cl)=O